7-((1-Acetylpiperidin-4-yl)amino)-2-(3-(3,4-dihydroisoquinolin-2(1H)-yl)-2-hydroxypropyl)-5-methyl-3,4-dihydroisoquinolin-1(2H)-one C(C)(=O)N1CCC(CC1)NC1=CC(=C2CCN(C(C2=C1)=O)CC(CN1CC2=CC=CC=C2CC1)O)C